[(1S)-1-[2-(6-methoxypyridazin-3-yl)-1,2,4-triazol-3-yl]ethyl]ammonium COC1=CC=C(N=N1)N1N=CN=C1[C@H](C)[NH3+]